5-(3'-chloro-4'-methoxy-4-nitro-[1,1'-biphenyl]-2-yl)-2-trityl-2H-tetrazole ClC=1C=C(C=CC1OC)C1=C(C=C(C=C1)[N+](=O)[O-])C=1N=NN(N1)C(C1=CC=CC=C1)(C1=CC=CC=C1)C1=CC=CC=C1